(2S,5R)-5-(2-fluorophenyl)-1-(2'-methyl-3'-(N-methylmethylsulfonamido)-[1,1'-biphenyl]-4-carbonyl)pyrrolidine-2-carboxylic acid FC1=C(C=CC=C1)[C@H]1CC[C@H](N1C(=O)C1=CC=C(C=C1)C1=C(C(=CC=C1)N(S(=O)(=O)C)C)C)C(=O)O